undecan-3-yl 8-((7-((5,5-bis(((Z)-oct-5-en-1-yl)oxy)pentanoyl)oxy)heptyl)(2-hydroxyethyl)amino)octanoate C(CCC\C=C/CC)OC(CCCC(=O)OCCCCCCCN(CCCCCCCC(=O)OC(CC)CCCCCCCC)CCO)OCCCC\C=C/CC